1-(2-methylbenzyloxy)-2,2-dimethylethylamine CC1=C(COC(C(C)C)N)C=CC=C1